(1s,3s)-3-(3-(trifluoromethyl)pyrazin-2-yl)cyclobutyl ((2-(2,6-dioxopiperidin-3-yl)-4-fluoro-3-oxoisoindolin-5-yl)methyl)carbamate O=C1NC(CC[C@@H]1N1CC2=CC=C(C(=C2C1=O)F)CNC(OC1CC(C1)C1=NC=CN=C1C(F)(F)F)=O)=O